2-ethoxy-5-isobutyrylamino-N-(1-(3-(2-carbonylpiperidin-1-yl)phenyl)ethyl)benzamide C(C)OC1=C(C(=O)NC(C)C2=CC(=CC=C2)N2C(CCCC2)=C=O)C=C(C=C1)NC(C(C)C)=O